1-(azetidin-3-yl)-N-(3-chloro-4-fluorophenyl)-N-(4-(5-(difluoromethyl)-1,3,4-oxadiazol-2-yl)-2-fluorobenzyl)piperidine-4-sulfonamide dihydrochloride Cl.Cl.N1CC(C1)N1CCC(CC1)S(=O)(=O)N(CC1=C(C=C(C=C1)C=1OC(=NN1)C(F)F)F)C1=CC(=C(C=C1)F)Cl